FC1=C(C=CC(=C1)S(=O)(=O)C)N1CCN(CC1)C[C@@H]1CN(CCC1)C1=NC=2N(C(=N1)N)N=C(N2)C=2OC=CC2 (R)-5-(3-((4-(2-fluoro-4-(methylsulfonyl)phenyl)piperazin-1-yl)methyl)piperidin-1-yl)-2-(furan-2-yl)-[1,2,4]triazolo[1,5-a][1,3,5]triazine-7-amine